chloro(pyrrolidin-1-yl)methylenepyrrolidin-1-ium chloride [Cl-].ClC1[N+](CCC1)=CN1CCCC1